[N+](=O)([O-])C1=CC=C(OC2CC(C2)N2CCC(CC2)CO)C=C1 (1-(3-(4-nitrophenoxy)cyclobutyl)piperidin-4-yl)methanol